ClC1=C(C=CC=C1)S(=O)(=O)N1CCC(CC1)C(=O)O 1-((2-chlorophenyl)sulfonyl)piperidine-4-carboxylic acid